N-(2-(diethylamino)ethyl)-5-formyl-2,4-dimethyl-1H-pyrrole-3-formamide C(C)N(CCNC(=O)C1=C(NC(=C1C)C=O)C)CC